3,5-dichloro-N-[4-fluoro-5-(2-morpholin-4-ylpyrimidin-5-yl)-2-[rac-(3R,5S)-3,4,5-trimethylpiperazin-1-yl]phenyl]benzamide ClC=1C=C(C(=O)NC2=C(C=C(C(=C2)C=2C=NC(=NC2)N2CCOCC2)F)N2C[C@H](N([C@H](C2)C)C)C)C=C(C1)Cl |r|